FC=1C=C2C=C(C(NC2=C(C1)NC)=O)C(/C=C/C1=CC=C(C(=O)O)C=C1)=O (E)-4-(3-(6-fluoro-8-(methylamino)-2-oxo-1,2-dihydroquinolin-3-yl)-3-oxoprop-1-en-1-yl)benzoic acid